C1(CC1)N1[C@@H](CN(CC1)C1CCN(CC1)C1=C(C=C(C(=C1)OC)NC1=NC=NC(=C1)N1OCC[C@@H]1C1=CC(=C(C=C1)F)C(F)(F)F)NC(C=C)=O)C N-(2-(4-((R)-4-cyclopropyl-3-methylpiperazin-1-yl)piperidin-1-yl)-5-((6-((R)-3-(4-fluoro-3-(trifluoromethyl)phenyl)isoxazolidin-2-yl)pyrimidin-4-yl)amino)-4-methoxyphenyl)acrylamide